C(C)(C)(C)OC(=O)N1CC2=CC(=CC(=C2C1)C1=CC=C(C=C1)C#N)CO 4-(4-cyanophenyl)-6-(hydroxymethyl)-isoindoline-2-carboxylic acid tert-butyl ester